C(C=C)(=O)OCCC[Si](OC(C)C)(OC(C)C)OC(C)C acryloxypropyltriisopropoxysilan